C(CCC)C1=C(C(=NN1C(C)C)C(C)(C)C)O Butyl-3-tert-butyl-4-hydroxy-1-isopropyl-pyrazol